[I-].[I-].C1(CCC(CC1)[NH+]1CCCCC1)[NH+]1CCCCC1 1,1'-(1,4-cyclohexandiyl)dipiperidinium diiodide